5-((4-(4-chloro-6-methylpyridin-2-yl)piperazin-1-yl)methyl)-2-(2,4-dioxotetrahydropyrimidin-1(2H)-yl)isoindoline-1,3-dione ClC1=CC(=NC(=C1)C)N1CCN(CC1)CC=1C=C2C(N(C(C2=CC1)=O)N1C(NC(CC1)=O)=O)=O